N-(3-nitrophenyl)benzamide [N+](=O)([O-])C=1C=C(C=CC1)NC(C1=CC=CC=C1)=O